FC1=NC=CC(=C1)C1=NC(=NC=C1)SC 4-(2-fluoropyridin-4-yl)-2-(methylthio)pyrimidine